2-chloro-N-((1R,2R,4S)-7-cyano-7-azabicyclo[2.2.1]heptan-2-yl)-4-(6-(2-cyano-2-propanyl)-2-pyrazinyl)benzamide ClC1=C(C(=O)N[C@H]2[C@H]3CC[C@@H](C2)N3C#N)C=CC(=C1)C1=NC(=CN=C1)C(C)(C)C#N